1-carboxymethyl-3-methylimidazole cobalt trichloride [Co](Cl)(Cl)Cl.C(=O)(O)CN1CN(C=C1)C